2-(3-Bromophenyl)-1-(4-fluorophenyl)-2,11-dihydroimidazo[1',5':1,2]pyrido[3,4-b]indol-4-ium chloride [Cl-].BrC=1C=C(C=CC1)N1C=[N+]2C(C=3NC4=CC=CC=C4C3C=C2)=C1C1=CC=C(C=C1)F